[Cl-].[Cl-].[Cl-].[Cl-].[Cl-].[Ta+5] tantalum pentachloride